C(C)(C)(CC)OOC(CC(=O)OCC)(C)OOC(C)(C)CC ethyl 3,3-di-(t-amylperoxy)-butyrate